ClC1=CC2=C(N(C(N=C2C2CCN(CC2)C(C=C)=O)=O)C2=C(C=CC=C2CC)CC)N=C1C1=C(C=CC=C1)F 6-Chloro-1-(2,6-diethylphenyl)-7-(2-fluorophenyl)-4-(1-(2-propenoyl)-4-piperidinyl)pyrido[2,3-d]pyrimidin-2(1H)-one